FC(C(=O)O)(F)F.C(C1=CC=CC=C1)OC(CCCCCC(=O)NCCCC[C@@H]1SC[C@@H]([C@@H]1N)N)=O 7-((4-((2S,3S,4R)-3,4-diaminotetrahydrothiophen-2-yl)butyl)amino)-7-oxoheptanoic acid benzyl ester trifluoroacetate